4-(butylamino)-6-formyl-2-(methylthio)pyrimidine-5-carboxylic acid ethyl ester C(C)OC(=O)C=1C(=NC(=NC1C=O)SC)NCCCC